[Os].C(C)C1=CC=CC1 (ethylcyclopentadiene) osmium